1,3,5-tripropyl-hexahydrotriazine C(CC)N1NN(CC(C1)CCC)CCC